CNC1=NC2=C(N1C=1N=C(C3=C(N1)N(C=C3)S(=O)(=O)C)N3[C@@H](COCC3)C)C=CC=C2 (R)-N-methyl-1-(4-(3-methylmorpholinyl)-7-(methylsulfonyl)-7H-pyrrolo[2,3-d]pyrimidin-2-yl)-1H-benzo[d]imidazol-2-amine